C(C=1C(O)=CC=CC1)=O.C(C=1C(O)=CC=CC1)=O.[Ni+2] nickel (II) bis(salicylaldehyde)